N-[amino([5-(3-chlorophenyl)-1,3-oxazol-2-yl]methylsulfanyl)methylidene]guanidine hydrochloride Cl.NC(=NC(=N)N)SCC=1OC(=CN1)C1=CC(=CC=C1)Cl